4-([1,1'-biphenyl]-4-yl)-2-chlorodibenzo[b,d]thiophene C1(=CC=C(C=C1)C1=CC(=CC2=C1SC1=C2C=CC=C1)Cl)C1=CC=CC=C1